O=C(CNC(CCl)=O)C1=CC(=C(C=C1)OC)Cl N-(2-OXO-2-(3-CHLORO-4-METHOXYPHENYL)ETHYL)CHLOROACETAMIDE